CN1N=C(C2=CC=CC=C12)B(O)O (1-Methylindazol-3-yl)boronic acid